(2S)-2-(hydroxymethyl)-6-methyl-1,4-oxazepane-4-carboxylic acid tert-butyl ester C(C)(C)(C)OC(=O)N1C[C@H](OCC(C1)C)CO